Cl.FC(C=1C=C(C=C(C1)C(F)(F)F)NN)(F)F 3,5-Ditrifluoromethylphenyl-hydrazine hydrochloride